dodeca-9-en-2-one CC(CCCCCCC=CCC)=O